N-(3-chloro-5-(methylsulfonamido)phenyl)-1-(3-(thiazol-2-ylmethoxy)pyridin-2-yl)-1H-pyrazole-4-carboxamide ClC=1C=C(C=C(C1)NS(=O)(=O)C)NC(=O)C=1C=NN(C1)C1=NC=CC=C1OCC=1SC=CN1